1,4-bis(2-hydroxyethyl)piperazine, 1,3-bis(2-hydroxyethyl)1H-imidazolium salt OCCN1C=[N+](C=C1)CCO.OCCN1CCN(CC1)CCO